4-amino-N-((5-cyano-2-pyridinyl)methyl)-N-cyclopropyl-1,3-dihydrofuro[3,4-c]quinoline-8-carboxamide NC1=NC=2C=CC(=CC2C2=C1COC2)C(=O)N(C2CC2)CC2=NC=C(C=C2)C#N